3-fluoro-N-(4-fluorophenyl)-2-methoxybenzamide FC=1C(=C(C(=O)NC2=CC=C(C=C2)F)C=CC1)OC